tert-butyl 4-(2-methoxyvinyl)-4-phenethylpiperidine-1-carboxylate COC=CC1(CCN(CC1)C(=O)OC(C)(C)C)CCC1=CC=CC=C1